O1C2=C(N(CC1)C(=O)C1=NC(=CN=C1)N1CCCC1)C=CC=C2 (2,3-Dihydro-4H-benzo[b][1,4]oxazin-4-yl)(6-(pyrrolidin-1-yl)pyrazin-2-yl)-methanone